ClC1=C(C=CC=C1)NC1=NC(=NC=C1C)NC1=CC2=C(B(OC2)O)C=C1 5-((4-((2-chlorophenyl)amino)-5-methylpyrimidin-2-yl)amino)benzo[c][1,2]oxaborol-1(3H)-ol